FC(CN1CCN(CC1)C1=CC2=C(C[C@@](O2)(C(F)(F)F)CO)C=C1NC(=O)C=1C=NN2C1N=CC=C2)F (S)-N-(6-(4-(2,2-difluoroethyl)piperazin-1-yl)-2-(hydroxymethyl)-2-(trifluoromethyl)-2,3-dihydrobenzofuran-5-yl)pyrazolo[1,5-a]pyrimidine-3-carboxamide